COC1=C(C(=O)O)C=C(C=C1)C1=NOC(C1)C1(CC1)OCCOC 2-methoxy-5-(5-(1-(2-methoxyethoxy)cyclopropyl)-4,5-dihydroisoxazol-3-yl)benzoic acid